N-(pyridin-2-yl)pivalamide N1=C(C=CC=C1)NC(C(C)(C)C)=O